OC1N(C(N(C1)C)=O)C1=NC=CC(=C1)C(F)(F)F 4-hydroxy-1-methyl-3-[4-(trifluoromethyl)pyridin-2-yl]Imidazolidin-2-one